chromium-gallium [Ga].[Cr]